6-(2-(hydroxymethyl)imidazo[1,2-a]pyridin-7-yl)-5-(1-((1-methylcyclopentyl)methyl)-1H-pyrazol-4-yl)picolinonitrile OCC=1N=C2N(C=CC(=C2)C2=C(C=CC(=N2)C#N)C=2C=NN(C2)CC2(CCCC2)C)C1